CC=1C=C(C=CC1N1CCSCC1)NC=1C(C(C1NCC1=NC=CC=C1)=O)=O 3-((3-methyl-4-thiomorpholinophenyl)amino)-4-((pyridin-2-ylmethyl)amino)cyclobut-3-ene-1,2-dione